C(C(C)C)OC(=O)N[C@@H](C(C)C)C(=O)O isobutoxycarbonyl-L-valine